FC1=C(C=C(C=C1)N(C(=O)C1=CC=2N(C(=C1)C)N=CC2I)C)OC N-(4-fluoro-3-methoxy-phenyl)-3-iodo-N,7-dimethyl-pyrazolo[1,5-a]pyridine-5-carboxamide